tert-butyl (3ar,6ar)-hexahydropyrrolo[3,4-C]pyrrole-2(1H)-carboxylate C1N(C[C@@H]2[C@@H]1CNC2)C(=O)OC(C)(C)C